C(C)(C)(C)C=1SC(=CN1)C(=O)NCC=1C=CC(=NC1C)C1=CC(=NC=C1)NC=1C=NN(C1)C 2-(tert-butyl)-N-((6-methyl-2'-((1-methyl-1H-pyrazol-4-yl)amino)-[2,4'-bipyridine]-5-yl)methyl)thiazole-5-carboxamide